5-(2-chloroanilinomethyl)-2-methylmercaptopyrimidine ClC1=C(NCC=2C=NC(=NC2)SC)C=CC=C1